ClC1=C(C(=C(C=C1)NC1=NC(=NC=N1)NC=1C(=CC(=C(C1)NC(C=C)=O)N(C)CCN(C)C)OC)C(C)(C)O)F N-(5-(4-(4-chloro-3-fluoro-2-(2-hydroxypropan-2-yl)phenylamino)-1,3,5-triazin-2-ylamino)-2-((2-(dimethylamino)ethyl)(methyl)amino)-4-methoxyphenyl)acrylamide